4,4'-bis(2-(but-2-en-1-yloxy)styryl)-1,1'-biphenyl C(C=CC)OC1=C(C=CC2=CC=C(C=C2)C2=CC=C(C=C2)C=CC2=C(C=CC=C2)OCC=CC)C=CC=C1